CCCCC[C@@H](/C=C/C=C\\C/C=C\\C=C\\[C@H](CCCC(=O)[O-])O)O The molecule is an icosanoid anion that is the conjugate base of 5(S),15(S)-DiHETE, arising from deprotonation of the carboxylic acid function; major species at pH 7.3. It has a role as a human xenobiotic metabolite and a rat metabolite. It is a long-chain fatty acid anion, an icosanoid anion, a hydroxy fatty acid anion, a polyunsaturated fatty acid anion and a dihydroxyicosatetraenoate. It is a conjugate base of a 5(S),15(S)-DiHETE.